(R)-2-[1-(9H-fluoren-9-yl-methoxycarbonyl)piperidin-2-yl]acetic acid C1=CC=CC=2C3=CC=CC=C3C(C12)COC(=O)N1[C@H](CCCC1)CC(=O)O